tert-butyl (3R,7S)-19-(2,6-dimethylphenyl)-8,15,15-trioxo-2-oxa-15λ6-thia-5,9,16,18,21-pentaazatetracyclo[15.3.1.13,7.110,14]tricosa-1(20),10,12,14(22),17(21),18-hexaene-5-carboxylate CC1=C(C(=CC=C1)C)C1=NC=2NS(C=3C=CC=C(NC([C@@H]4CN(C[C@H](OC(=C1)N2)C4)C(=O)OC(C)(C)C)=O)C3)(=O)=O